1-(2-{[1-(4-chlorophenyl)-4-methyl-1H-1,2,3-triazol-5-yl]methoxy}-5,6,7,8-tetrahydro-1,6-naphthyridin-6-yl)ethan-1-one ClC1=CC=C(C=C1)N1N=NC(=C1COC1=NC=2CCN(CC2C=C1)C(C)=O)C